2-(5-fluoro-1-(1-(4-(propan-2-ylidene)cyclohexyl)piperidin-4-yl)-3-(pyrrolidin-1-ylmethyl)-1H-indol-2-yl)ethan-1-ol FC=1C=C2C(=C(N(C2=CC1)C1CCN(CC1)C1CCC(CC1)=C(C)C)CCO)CN1CCCC1